CC(C(=O)OCC)(CC(=O)OCC)C diethyl 2,2-dimethyl-succinate